CN([C@@H]1C[C@H](C1)NC1=NN2C(C=N1)=C(C=C2)C=2C=CC1=C(N(N=N1)C)C2)C trans-N1,N1-dimethyl-N3-(5-(1-methyl-1H-benzo[d][1,2,3]triazol-6-yl)pyrrolo[2,1-f][1,2,4]triazin-2-yl)cyclobutane-1,3-diamine